trifluoro methyl ethylene carbonate C(O)(O)=O.FC(=C(C)F)F